CN1C(C2(C3=NC=CC=C31)CCC2)=O methyl-spiro(cyclobutane-1,3'-pyrrolo[3,2-b]pyridin)-2'(1'H)-one